(1R,2R)-2-fluoro-N-(5-(6-((S)-1-hydroxybutyl)-4-methylpyridin-3-yl)thiazolo[4,5-e][1,2,4]triazolo[1,5-a]pyridin-2-yl)cyclopropane-1-carboxamide F[C@H]1[C@H](C1)C(=O)NC=1SC2=C(C=C(C=3N2N=CN3)C=3C=NC(=CC3C)[C@H](CCC)O)N1